2-((6-(difluoromethyl)-2-methylpyridin-3-yl)sulfonyl)-6-(2-oxaspiro[3.3]heptan-6-yl)-2,6-diazaspiro[3.3]heptane FC(C1=CC=C(C(=N1)C)S(=O)(=O)N1CC2(C1)CN(C2)C2CC1(COC1)C2)F